C(CCCCCC)C1=C(C(=C(C(=C1C)O)OC)OC)O 2-heptyl-5,6-dimethoxy-3-methylbenzene-1,4-diol